BrC1=CC2=C(N=C(S2)NC(CCCCCCNC(C(C(F)(F)F)(O)O)=O)=O)C=C1 N-(6-bromobenzo[d]thiazol-2-yl)-7-(3,3,3-trifluoro-2,2-dihydroxypropanamido)heptanamide